N1=C(C=CC2=CC=CC=C12)C(=O)[O-].[U+2](=O)=O.N1=C(C=CC2=CC=CC=C12)C(=O)[O-] uranyl quinolinate